ClC=1C=C(C=CC1F)N1N=C(C=C1)C(=O)O 1-(3-chloro-4-fluorophenyl)-1H-pyrazole-3-carboxylic acid